4-acetoxyphenethyl acrylate C(C=C)(=O)OCCC1=CC=C(C=C1)OC(C)=O